5-((6-fluoro-5-(4'-((2-(2-hydroxyethoxy)ethoxy)methyl)-[1,1'-biphenyl]-4-yl)-1H-imidazo[4,5-b]pyridin-2-yl)oxy)-2-methylbenzoic acid FC=1C=C2C(=NC1C1=CC=C(C=C1)C1=CC=C(C=C1)COCCOCCO)N=C(N2)OC=2C=CC(=C(C(=O)O)C2)C